1-(4-(difluoromethoxy)-2-hydroxyphenyl)ethanone FC(OC1=CC(=C(C=C1)C(C)=O)O)F